(3R)-3-[(2S)-1-[(4S)-4-benzyl-2-oxo-1,3-oxazolidin-3-yl]-3-(5-bromo-1-benzothiophen-3-yl)-1-oxopropane-2-yl]pyrrolidine-1-carboxylic acid tert-butyl ester C(C)(C)(C)OC(=O)N1C[C@H](CC1)[C@@H](C(=O)N1C(OC[C@@H]1CC1=CC=CC=C1)=O)CC1=CSC2=C1C=C(C=C2)Br